BrC=1C=CC(=NC1)C1=C(C(=NO1)C)NC(O[C@H](C)C1=CC=CC=C1)=O (R)-1-phenylethyl (5-(5-bromopyridin-2-yl)-3-methylisoxazol-4-yl)carbamate